CC=1C=C(C=C(C1N)C)O 3,5-dimethyl-4-aminophenol